C(C1=CC=CC=C1)S(=O)(=O)OC=1C=C(C=CC1)NC(NC1=CC(=CC=C1)OS(=O)(=O)CC1=CC=CC=C1)=O bis-[3-(benzylsulfonyloxy)phenyl]urea